COC1=C(C2=CC=CC=C2C=C1)[N+](=O)[O-] methoxy-1-nitronaphthalene